OC1=C(C=C(CC2=C(C=C(OCC(=O)N)C=C2C)C)C=C1)C(C)C (4-(4-hydroxy-3-isopropylbenzyl)-3,5-dimethylphenoxy)acetamide